4-hydroxy-N-[(1S)-1-[4-(4-methyl-1,3-thiazol-5-yl)phenyl]ethyl]pyrrolidine-2-carboxamide OC1CC(NC1)C(=O)N[C@@H](C)C1=CC=C(C=C1)C1=C(N=CS1)C